FC(C(C(C(C(CF)(F)F)(F)F)(F)F)(F)F)(F)I 1,1,2,2,3,3,4,4,5,5,6-undecafluorohexyl iodide